3-[(3S)-2-oxopyrrolidin-3-yl]-L-alaninamide, hydrochloride salt Cl.O=C1NCC[C@H]1C[C@H](N)C(=O)N